ONC(CC1=CC=C(C=C1)N(C1=CC(OC2=CC=CC=C12)=O)C)=O N-hydroxy-2-(4-(methyl-(2-oxo-2H-chromen-4-yl)amino)phenyl)acetamide